Cl.ClCC=1C=NC=C(C1)OC(F)F 3-(Chloromethyl)-5-(difluoromethoxy)pyridine hydrochloride Salt